Cl.NC1CNS(CC1)(=O)=O 4-amino-1λ6,2-thiazinane-1,1-dione Hydrochloride